Tetramethyl-1,4-benzoquinone CC1=C(C(C(=C(C1=O)C)C)=O)C